(S)-N-[2-(2-methyl-7,8-dihydro-6H-indeno[5,4-d][1,3]thiazol-8-yl)ethyl]acetamide CC=1SC2=C(N1)C=CC=1CC[C@H](C12)CCNC(C)=O